CC1=CC=C(CN2CCC(CC2)C2=CC=C3C(N(NC3=C2)C2C(NC(CC2)=O)=O)=O)C=C1 3-(6-(1-(4-methylbenzyl)piperidin-4-yl)-3-oxo-1,3-dihydro-2H-indazol-2-yl)piperidine-2,6-dione